N,N-dibenzylthiocarbamoyldisulfide C(C1=CC=CC=C1)N(C(=S)SSC(N(CC1=CC=CC=C1)CC1=CC=CC=C1)=S)CC1=CC=CC=C1